C(CCC(=O)OCCCl)(=O)OCCCl Bis(2-chloroethyl) butanedioate